CN(C1=NC(=NC=N1)NC=1C=C2N([C@@H](C(N(C2=CC1)C)=O)C)C(C)C)C (R)-6-(4-(dimethylamino)-1,3,5-triazin-2-ylamino)-4-isopropyl-1,3-dimethyl-3,4-dihydroquinoxalin-2(1H)-one